C(C)(=O)C1=CN(C2=CC=C(C=C12)C=1C=NC(=C(C1)Cl)C)CC(=O)N1[C@@H](C[C@H](C1)F)C(=O)NC=1C(=C(C=CC1)C1=C(C=CC=C1)Cl)F (2S,4R)-1-(2-(3-acetyl-5-(5-chloro-6-methylpyridin-3-yl)-1H-indol-1-yl)acetyl)-N-(2'-chloro-2-fluoro-[1,1'-biphenyl]-3-yl)-4-fluoropyrrolidine-2-carboxamide